5-PROPYLPYRIMIDIN-2-YLBORONIC ACID C(CC)C=1C=NC(=NC1)B(O)O